(S)-quinuclidin-3-yl (2,2-diethyl-5-(4-isopropoxyphenyl)-2,3-dihydro-1H-inden-1-yl)carbamat C(C)C1(C(C2=CC=C(C=C2C1)C1=CC=C(C=C1)OC(C)C)NC(O[C@@H]1CN2CCC1CC2)=O)CC